cyclopentane-1,2-Dicarboxylic acid C1(C(CCC1)C(=O)O)C(=O)O